3-amino-9-methoxy-2,6,8-trimethyl-10-phenyldec-4,6-dienoic acid NC(C(C(=O)O)C)C=CC(=CC(C(CC1=CC=CC=C1)OC)C)C